methyl 4-hydroxy-3-(methoxymethyl)chromane-6-carboxylate OC1C(COC2=CC=C(C=C12)C(=O)OC)COC